N-[4-fluoro-5-[2-(4-propan-2-ylpiperazin-1-yl)pyrimidin-5-yl]-2-[rac-(3R,5S)-3,4,5-trimethylpiperazin-1-yl]phenyl]-1-methyl-6-oxo-4-(trifluoromethyl)pyridine-3-carboxamide FC1=CC(=C(C=C1C=1C=NC(=NC1)N1CCN(CC1)C(C)C)NC(=O)C1=CN(C(C=C1C(F)(F)F)=O)C)N1C[C@H](N([C@H](C1)C)C)C |r|